OC(CCCCCCCCC(=O)O)CC 10-Hydroxydodecanoic acid